cyclooctane-1,5-dione C1(CCCC(CCC1)=O)=O